4,6-dimethoxy-1-stearoyl-1,3,5-triazin-2-one COC1=NC(N(C(=N1)OC)C(CCCCCCCCCCCCCCCCC)=O)=O